(4-(methoxymethoxy)phenyl)boronic acid COCOC1=CC=C(C=C1)B(O)O